C1=CC=CC=2C3=CC=CC=C3C(C12)COC(=O)N[C@H](C(=O)O)CC1=CC(=C(C=C1)O)Br (2S)-2-(9H-fluoren-9-ylmethoxycarbonylamino)-3-(4-hydroxy-3-bromo-phenyl)propanoic acid